(R)-3-((2R,3R,5ar,7R,9as)-3-hydroxyhexahydro-2H-2,5a-methano-pyrano[3,2-e][1,4]dioxepin-7-yl)-2-methylpropanenitrile O[C@@H]1OC[C@]23[C@@H](O[C@@H]1C3)CC[C@@H](O2)C[C@H](C#N)C